C1(CC1)C1=C(C(NC=C1)=O)C(=O)NC=1C(=C(C=2N(C1)C=C(N2)CCS(=O)(=O)C)F)OCC cyclopropyl-N-[7-ethoxy-8-fluoro-2-(2-methylsulfonylethyl)imidazo[1,2-a]pyridin-6-yl]-2-oxo-pyridine-3-carboxamide